C(CCC)OC1=CC=C(C=C1)CC(C)(C)NCCO 2-[3-(4-n-butoxyphenyl)-2-methyl-2-propylamino]ethanol